P(=O)(O)(O)OC[C@@H]1CC[C@@H](O1)N1C(=O)NC(=O)C(C)=C1 deoxy-thymidine-monophosphate